Tert-butyl N-[(1R,3S)-3-(5-phenyl-1,3,4-thiadiazol-2-yl)cyclohexyl]carbamate C1(=CC=CC=C1)C1=NN=C(S1)[C@@H]1C[C@@H](CCC1)NC(OC(C)(C)C)=O